ClC1=C(C=C(C=C1)C(C)C1=CC=2NC3=CC=CC=C3SC2C=C1)OC 2-(1-(4-chloro-3-methoxyphenyl)ethyl)-10H-phenothiazine